N[C@@H]1[C@@H](OCC12CCN(CC2)C=2C(NC(=CN2)SC2=C(C(=CC=C2)OC)Cl)=O)C 3-((3S,4S)-4-amino-3-methyl-2-oxa-8-azaspiro[4.5]decan-8-yl)-6-((2-chloro-3-methoxyphenyl)thio)pyrazin-2(1H)-one